FC1(CN(C1)C(COC=1C=C(C=C(C1)F)[C@@H](CO)NC(=O)N1CCC2=CC(=C(C=C12)F)C=1C=NNC1)=O)F (S)-N-(1-(3-(2-(3,3-difluoroazetidin-1-yl)-2-oxoethoxy)-5-fluorophenyl)-2-hydroxyethyl)-6-fluoro-5-(1H-pyrazol-4-yl)indoline-1-carboxamide